3-[2-(2-propenyl)cyclohexyl]propionic acid C(C=C)C1C(CCCC1)CCC(=O)O